4-cyanobenzaldehyde O-(2-((1s,3s)-3-acetyl-2,2-dimethylcyclobutyl)acetyl) oxime C(C)(=O)[C@@H]1C([C@@H](C1)CC(=O)ON=CC1=CC=C(C=C1)C#N)(C)C